2-(dimethylamino)-5-formylbenzonitrile CN(C1=C(C#N)C=C(C=C1)C=O)C